N-(2-aminoethyl)-3-aminopropyltributoxysilane methyl-(2S)-2-[[(2S)-2-amino-4,4-dimethyl-pentanoyl]amino]-3-[(3S)-2-oxo-3-piperidyl]propanoate COC([C@H](C[C@H]1C(NCCC1)=O)NC([C@H](CC(C)(C)C)N)=O)=O.NCCNCCC[Si](OCCCC)(OCCCC)OCCCC